OC1C(CCCC1O)=O 2,3-dihydroxycyclohexanone